2-(3,4-dihydroquinolin-1(2H)-yl)-1-(pyrrolidin-1-yl)ethan-1-one N1(CCCC2=CC=CC=C12)CC(=O)N1CCCC1